C1CCC2=C(C=3CCCC3C=C12)NC(=O)N=[S@@](=O)(N)C=1C=NN2C1OC[C@](C2)(C)OC (S,6R)-N'-((1,2,3,5,6,7-hexahydro-s-indacen-4-yl)carbamoyl)-6-methoxy-6-methyl-6,7-dihydro-5H-pyrazolo[5,1-b][1,3]oxazine-3-sulfonimidamide